Ethylenediaminetetraacetic acid monocalcium disodium salt [Na+].[Na+].[Ca+2].C(CN(CC(=O)[O-])CC(=O)[O-])N(CC(=O)[O-])CC(=O)[O-]